NC1=C(C=CC=C1)NC1=CC2=C(C=N1)N(C(N2C2CCCC2)=O)C 6-((2-Aminophenyl)amino)-1-cyclopentyl-3-methyl-1,3-dihydro-2H-imidazo[4,5-c]pyridin-2-one